C(C(C)C)C1=CC=C(CC1)CCC(=O)O 3-(4-isobutylcyclohexa-1,3-dien-1-yl)propanoic acid